C(C)NC1=NC=C(C(=N1)N1C=C(C=C1)C(=O)NC(CO)C1=CC=CC=C1)C 1-(2-(ethyl-amino)-5-methyl-pyrimidin-4-yl)-N-(2-hydroxy-1-phenylethyl)-1H-pyrrole-3-carboxamide